CC[C@H](C)C(=O)O[C@@H](C[C@]1([C@@H](C[C@@H]([C@@]2([C@@H]1[C@@H](CC[C@]23CO3)OC(=O)/C(=C/C)/C)COC(=O)C)OC(=O)C)C)C)C4=CC(=O)OC4 The molecule is a diterpene lactone isolated from the whole plant of Ajuga ciliata. It has a role as a plant metabolite. It is a butenolide, an acetate ester, a diterpene lactone and a spiro-epoxide.